C1(CCCCCC1)[C@@H](C(=O)NC1=NC=C(C=C1)C1=C(C=NN1C)C)NC(=O)C1=CN=NN1CC (S)-N-(1-cycloheptyl-2-((5-(1,4-dimethyl-1H-pyrazol-5-yl)pyridin-2-yl)amino)-2-oxoethyl)-1-ethyl-1H-1,2,3-triazole-5-carboxamide